5-Bromo-1-phenylisoindoline BrC=1C=C2CNC(C2=CC1)C1=CC=CC=C1